acrylic cyano ester C(#N)OC(C=C)=O